2,5,6-trimethyltetrahydroquinoxaline CC1NC2=CC=C(C(=C2NC1)C)C